FC1=C(C(=O)O)C(=CC(=C1)SC)F 2,6-difluoro-4-(methylthio)benzoic acid